C(C)(C)(C)OC(=O)NC(C(=O)NC=1C(=C(C=CC1)CCCCC(=O)O)Cl)CCC(N)=O 5-(3-[2-[(tert-butoxycarbonyl)amino]-4-carbamoylbutan-amido]-2-chlorophenyl)pentanoic acid